C1(CC1)CN1N=CC(=C1)C1=C(C(=O)OCC)C=C(C=C1F)[N+](=O)[O-] Ethyl 2-[1-(cyclopropyl-methyl)-1H-pyrazol-4-yl]-3-fluoro-5-nitrobenzoate